2-(2-methoxy-ethoxy)ethyl-amine COCCOCCN